(4,4,5,5-tetramethyl-1,3,2-dioxaborolan-2-yl)quinoxaline CC1(OB(OC1(C)C)C1=NC2=CC=CC=C2N=C1)C